C(C)(=O)[O-].C(C)(=O)[O-].O[Cr+2] hydroxychromium (III) diacetate